7-[(3aR,4R,6R,6aR)-6-[(1S)-5-chloro-1,3-dihydroisobenzofuran-1-yl]-2,2-dimethyl-3a,4,6,6a-tetrahydrofuro[3,4-d][1,3]dioxol-4-yl]-4-chloro-pyrrolo[2,3-d]pyrimidine ClC=1C=C2CO[C@@H](C2=CC1)[C@H]1O[C@H]([C@H]2[C@@H]1OC(O2)(C)C)N2C=CC1=C2N=CN=C1Cl